COC(=O)C=1N=C(C=2N(C1)N=C(C2C)C=2N(C1=CC=CC=C1C2)C(=O)OC(C)(C)C)OC Methyl-2-(1-(tert-butoxycarbonyl)-1H-indol-2-yl)-4-methoxy-3-methylpyrazolo[1,5-a]pyrazine-6-carboxylate